C1=C(C=CC=2C3=CC=CC=C3C3(C4=CC=CC=C4C4=CC=CC=C43)C12)N(C1=CC=CC=C1)C1=CC=C(C=C1)C1=CC=C(C=C1)N(C1=CC=2C4(C3=CC=CC=C3C2C=C1)C1=CC=CC=C1C1=CC=CC=C14)C1=CC=CC=C1 4,4'-bis[N-(spiro-9,9'-bifluorene-2-yl)-N-phenylamino]biphenyl